COC1=C(C=NN1[C@@H]1COCCC1)C1=NN(C2=CN=C(C=C21)NC(=O)C2CC2)C (S)-N-(3-(5-methoxy-1-(tetrahydro-2H-pyran-3-yl)-1H-pyrazol-4-yl)-1-methyl-1H-pyrazolo[3,4-c]pyridin-5-yl)cyclopropanecarboxamide